Br.BrC1=CC=CC(=N1)C(=O)C1CCN(CC1)C (6-Bromo-2-pyridyl)-(1-methyl-4-piperidyl)methanon hydrobromid